1,1-difluoro-N-((6S,7S)-5-((R)-oxetane-2-carbonyl)-6-((2,2',3'-trifluoro-[1,1'-biphenyl]-3-yl)methyl)-5-azaspiro[2.4]heptan-7-yl)methanesulfonamide FC(S(=O)(=O)N[C@@H]1[C@@H](N(CC12CC2)C(=O)[C@@H]2OCC2)CC=2C(=C(C=CC2)C2=C(C(=CC=C2)F)F)F)F